CC1=NC(=CC=C1C=1C=C(C=CC1)C1=CC(=NC(=C1)N1C2=CC=C(C=C2C=2C=C(C=CC12)N(C1=CC=CC=C1)C1=CC=CC=C1)N(C1=CC=CC=C1)C1=CC=CC=C1)N1C2=CC=C(C=C2C=2C=C(C=CC12)N(C1=CC=CC=C1)C1=CC=CC=C1)N(C1=CC=CC=C1)C1=CC=CC=C1)C 9,9'-(4-(3-(2,6-dimethylpyridin-3-yl)phenyl)pyridine-2,6-diyl)bis(N3,N3,N6,N6-tetraphenyl-9H-carbazole-3,6-diamine)